(2,4-cyclopentadien-1-yl)(1-methylethylbenzene) C1(C=CC=C1)C1=C(C=CC=C1)C(C)C